C(C)(C)(C)OC(=O)N(CCCO)CC1N=CC=2C=CC=NC2C1 7-(((tert-butoxycarbonyl)(3-hydroxypropyl)amino)methyl)-7,8-dihydro-1,6-naphthyridine